methyl 5-(3-(1H-pyrazol-3-yl) phenoxy)-1-tosyl-1H-indole-4-carboxylate N1N=C(C=C1)C=1C=C(OC2=C(C=3C=CN(C3C=C2)S(=O)(=O)C2=CC=C(C)C=C2)C(=O)OC)C=CC1